4-(4-(2-(4,4-difluoropiperidin-1-yl)-6-methylpyridin-4-yl)-1H-pyrazol-1-yl)-3-(4-fluoro-4-methylpiperidin-1-yl)aniline FC1(CCN(CC1)C1=NC(=CC(=C1)C=1C=NN(C1)C1=C(C=C(N)C=C1)N1CCC(CC1)(C)F)C)F